C1(CC1)N1N=CC(=C1)[C@H]1CN(C[C@H](O1)C)C1=NC(=C(C(=N1)N)NC)C12CC(C1)(C2)C(F)(F)F 2-[(2S,6R)-2-(1-cyclopropylpyrazol-4-yl)-6-methyl-morpholin-4-yl]-N5-methyl-6-[3-(trifluoromethyl)-1-bicyclo[1.1.1]pentanyl]pyrimidine-4,5-diamine